2-(trifluoromethyl)pyrimidine-5-carboxylic acid ethyl ester C(C)OC(=O)C=1C=NC(=NC1)C(F)(F)F